(R)-METHYL 4-(N,N-BIS(4-METHOXYBENZYL)SULFAMOYL)OCT-7-ENOATE COC1=CC=C(CN(S(=O)(=O)[C@@H](CCC(=O)OC)CCC=C)CC2=CC=C(C=C2)OC)C=C1